FC1=CC(=CC=2N(C[C@@H](OC21)C)[C@@H](C)C2CCNCC2)C2=NNC(O2)=O 5-{(2S)-8-fluoro-2-methyl-4-[(1S)-1-(piperidin-4-yl)ethyl]-3,4-dihydro-2H-1,4-benzoxazin-6-yl}-1,3,4-oxadiazol-2(3H)-one